N1=CC(=CC=C1)C1=C(C=C(C=C1C=1C=NC=CC1)C1=CC=CC=2NC=NC21)C=2C=NC=CC2 4-(4,3,5-tris(3-pyridyl)phenyl)-1H-benzimidazole